NC=1SC2=C(N1)C(=CC=C2)C2=C(C=C1C(=NC(=NC1=C2F)OC[C@H]2N(CCC2)C)N2CCNCC2)C#N 7-(2-aminobenzo[d]thiazol-4-yl)-8-fluoro-2-(((s)-1-methylpyrrolidin-2-yl)methoxy)-4-(piperazin-1-yl)quinazoline-6-carbonitrile